(S)-6-(5-((3-(4-chlorophenyl)-3-hydroxypropyl)carbamoyl)-4-methylthiophen-2-yl)-N-methyl-1H-indazole-3-carboxamide ClC1=CC=C(C=C1)[C@H](CCNC(=O)C1=C(C=C(S1)C1=CC=C2C(=NNC2=C1)C(=O)NC)C)O